CC(CC(CCCCC)O)O nonane-2,4-diol